tert-butyl (1-(4-(4-fluorobutyl)-2,5-dimethoxyphenyl)propan-2-yl)carbamate FCCCCC1=CC(=C(C=C1OC)CC(C)NC(OC(C)(C)C)=O)OC